3-hydroxypropyl-L-lysine OCCCN[C@@H](CCCCN)C(=O)O